NC1=C(C=2C(=NC=C(C2S1)F)C=1C2=C(C=3C(=NC(=NC3C1F)OCCN1CCOCC1)N1C3CNCC1CC3)COC2)C#N 2-Amino-4-[1-(3,8-diazabicyclo[3.2.1]octan-8-yl)-5-fluoro-3-(2-morpholinoethoxy)-7,9-dihydrofuro[3,4-f]quinazolin-6-yl]-7-fluoro-thieno[3,2-c]pyridine-3-carbonitrile